CN(CCCOC(=O)OC(C(=O)OCCCCCCCC(OC(CCCCCC)CCCCCCCC)=O)CCC(=O)OCCCCCCCC(OC(CCCCCC)CCCCCCCC)=O)C bis(8-oxo-8-(pentadecan-7-yloxy)octyl) 2-(((3-(dimethylamino)propoxy)carbonyl)oxy)pentanedioate